FC1=C(C(=CC=C1)F)N=O 2,6-difluoronitrosobenzene